NC1=CC=C2C3=C(N(C2=C1)C1C(NC(CC1)=O)=O)N=CC=C3 3-(7-amino-9H-pyrido[2,3-b]indol-9-yl)piperidine-2,6-dione